1-phenylthiourea C1(=CC=CC=C1)NC(=S)N